C(CCCCCCCC)(=O)OCCCC butyl pelargonate